C1=CN=C2C1=NC(=O)C2=O DiketoPyrroloPyrrole